(E)-3,7-Dimethyl-2,6-octadienyl hexanoate C(CCCCC)(=O)OC\C=C(\CCC=C(C)C)/C